ClC1=CC=2N(C=C1)C=NC2CC(=O)NC2=NC(=NC(=C2)NCC=2N=C1N(C=C(C=C1)C1CC1)C2)C(=O)OCC ethyl 4-(2-(7-chloroimidazo[1,5-a]pyridin-1-yl)acetamido)-6-(((6-cyclopropylimidazo[1,2-a]pyridin-2-yl)methyl)amino)pyrimidine-2-carboxylate